ClC=1C(=NC(=NC1)N[C@@H]1C[C@H](CC1)NC(OC(C)(C)C)=O)C1=CNC2=CC=CC=C12 tert-butyl ((1S,3S)-3-((5-chloro-4-(1H-indol-3-yl)pyrimidin-2-yl)amino)cyclopentyl)carbamate